FC1(C[C@H](CCC1)[C@H](NC(=O)C1=CC=NN1C(C)C)C=1N=C2N(N=C(C=C2)CC2C(NC[C@H](C2)C(F)(F)F)=O)C1)F N-((1S)-((S)-3,3-difluorocyclohexyl)(6-(((5S)-2-oxo-5-(trifluoromethyl)piperidin-3-yl)methyl)imidazo[1,2-b]pyridazin-2-yl)methyl)-1-isopropyl-1H-pyrazole-5-carboxamide